tert-Butyl (2-(4-(2-aminoethyl)-1H-pyrazol-1-yl)ethyl)carbamate NCCC=1C=NN(C1)CCNC(OC(C)(C)C)=O